(methylamino)-5-nitropyrimidin CNC1=NC=C(C=N1)[N+](=O)[O-]